3-fluoro-4-[5-(4-fluorophenyl)-6-isopropyl-1H-pyrazolo[4,3-g]quinolin-7-yl]benzoic acid FC=1C=C(C(=O)O)C=CC1C1=NC2=CC3=C(C=C2C(=C1C(C)C)C1=CC=C(C=C1)F)C=NN3